1-(4-(2-ethoxyphenyl)-1,2,3,4-tetrahydro-6-methyl-2-thioxo-5-pyrimidinyl)-ethanone C(C)OC1=C(C=CC=C1)C1NC(NC(=C1C(C)=O)C)=S